(cis)-8-(8'-chloro-4'H,6'H-spiro[1,3-dioxolane-2,5'-[1,2,4]triazolo[4,3-a][1]benzazepin]-1'-yl)-3-methyl-1-oxa-3-azaspiro[4.5]decan-2-one ClC=1C=CC2=C(CC3(CC=4N2C(=NN4)C4CCC2(CN(C(O2)=O)C)CC4)OCCO3)C1